ClC=1C(=CC(=NC1)OC)C1=CC(=NN1COCC[Si](C)(C)C)C(=O)N1CCC(CC1)C(=O)NC1CCC(CC1)C 1-(5-(5-chloro-2-methoxypyridin-4-yl)-1-((2-(trimethylsilyl)ethoxy)methyl)-1H-pyrazole-3-carbonyl)-N-(4-methylcyclohexyl)piperidine-4-carboxamide